tetramethyl-diethyl-Tin CC(C([Sn]CC)(C)C)C